(2S,4S)-4-(difluoromethyl)-1-((4-phenoxybenzoyl)glycyl)pyrrolidine-2-carboxylic acid FC([C@H]1C[C@H](N(C1)C(CNC(C1=CC=C(C=C1)OC1=CC=CC=C1)=O)=O)C(=O)O)F